N-[7-benzoyl-9-[(2R,3S,5R)-5-[[bis(4-methoxyphenyl)-phenyl-methoxy]methyl]-4-hydroxy-3-methoxy-tetrahydrofuran-2-yl]-8-oxo-purin-6-yl]benzamide C(C1=CC=CC=C1)(=O)N1C(N(C2=NC=NC(=C12)NC(C1=CC=CC=C1)=O)[C@@H]1O[C@@H](C([C@@H]1OC)O)COC(C1=CC=CC=C1)(C1=CC=C(C=C1)OC)C1=CC=C(C=C1)OC)=O